C(CCC)(=O)[C@@]1([C@H](O)O[C@@H]([C@]1(O)C(CCC)=O)C(O)C(CCC)=O)O 2,3,5-Tributyryl-beta-D-ribose